Cl.ClCCC1CN(CC1)C 3-(2-chloroethyl)-1-methylpyrrolidine hydrochloride